4-((allyloxy)methyl)piperidine HCl Cl.C(C=C)OCC1CCNCC1